C(C1=CC=CC=C1)OC1=CC2=C(N(C3=C(CC2)C=CC(=C3)Cl)CCCCN)C=C1 4-(2-Benzyloxy-7-chloro-10,11-dihydro-dibenzo[b,f]azepin-5-yl)-butylamine